ClC=1C=NC(=NC1)NC1CCN(CC1)S(=O)(=O)C 5-chloro-N-(1-methylsulfonyl-4-piperidyl)pyrimidin-2-amine